histidinium [NH3+][C@@H](CC1=CNC=N1)C(=O)O